N1C(=NC=C1)C1=CC(=NC=N1)C1=NC(=CC(=C1)[C@@H]1OCCN([C@H]1C)CC=C)Cl 1-((2S,3S)-2-(2-(6-(1H-imidazol-2-yl)pyrimidin-4-yl)-6-chloropyridin-4-yl)-3-methylmorpholino)prop-2-en